7-(6-(methyl(2,2,6,6-tetramethylpiperidin-4-yl)amino)pyridazin-3-yl)quinoxalin-6-ol CN(C1=CC=C(N=N1)C1=C(C=C2N=CC=NC2=C1)O)C1CC(NC(C1)(C)C)(C)C